4-[3-[(3R)-tetrahydrofuran-3-yl]sulfonyl-5-(4,4,5,5-tetramethyl-1,3,2-dioxaborolan-2-yl)phenyl]morpholine O1C[C@@H](CC1)S(=O)(=O)C=1C=C(C=C(C1)B1OC(C(O1)(C)C)(C)C)N1CCOCC1